ClC=1C(=C(C=C(C1CC1=C(C(=C(C=C1)O)C(C)C)F)Cl)NCC(=O)NC=1C=NC=CC1)F 2-((3,5-dichloro-2-fluoro-4-(2-fluoro-4-hydroxy-3-isopropylbenzyl)phenyl)amino)-N-(pyridin-3-yl)acetamide